C1(CC1)C1=NC=NC(=C1C1=NC=C2C(=N1)N(N=C2)CC2=CC=C(C=C2)C2=NC(=NN2C)C(F)F)OC 6-(4-cyclopropyl-6-methoxypyrimidin-5-yl)-1-(4-(3-(difluoromethyl)-1-methyl-1H-1,2,4-triazol-5-yl)benzyl)-1H-pyrazolo[3,4-d]pyrimidine